4-(3,5-difluorophenoxy)-6-(methoxycarbonyl)picolinic acid FC=1C=C(OC2=CC(=NC(=C2)C(=O)OC)C(=O)O)C=C(C1)F